(5-(isobutylsulfonyl)-1,4,5,6-tetrahydropyrrolo[3,4-c]pyrazol-3-yl)(4-(2-(trifluoromethyl)phenyl)piperidin-1-yl)methanone C(C(C)C)S(=O)(=O)N1CC=2NN=C(C2C1)C(=O)N1CCC(CC1)C1=C(C=CC=C1)C(F)(F)F